bis(1-methyl-2-phenylindenyl)gadolinium CC1C(=C(C2=CC=CC=C12)[Gd]C1=C(C(C2=CC=CC=C12)C)C1=CC=CC=C1)C1=CC=CC=C1